[Cl-].C(C1=CC=CC=C1)[N+](CCO)(C)CCO N-benzyl-2-hydroxy-N-(2-hydroxyethyl)-N-methylethanaminium chloride